bis(4-cyanooxyphenyl)methane 1-carbonyl-5,6,7,8-tetrahydro-1H-pyrido[1,2-c]pyrimidin-3-yl-2,4,6-triisopropylbenzenesulfonate C(=O)=C1N=C(C=C2N1CCCC2)OS(=O)(=O)C2=C(C=C(C=C2C(C)C)C(C)C)C(C)C.C(#N)OC2=CC=C(C=C2)CC2=CC=C(C=C2)OC#N